C(C)(C)N1N=CC(=C1)C1=NNC2=C1C=NC=C2 3-(1-Isopropyl-1H-pyrazol-4-yl)-1H-pyrazolo[4,3-c]pyridine